C(#N)C1=NC(=CC=C1C(=O)OCC)C1CC1 ethyl 2-cyano-6-cyclopropylpyridine-3-carboxylate